(pyrimidin-5-ylmethyl)pyridine-2,3-diamine N1=CN=CC(=C1)CC1=C(C(=NC=C1)N)N